C12(CC3CC(CC(C1)C3)C2)C(C)NCCCCCCCCC2=C3C(N(C(=NC3=CC=C2)C(F)(F)F)C2C(NC(CC2)=O)=O)=O 3-(5-(8-((1-((3r,Sr,7r)-adamantan-1-yl)ethyl)amino)octyl)-4-oxo-2-(trifluoromethyl)quinazolin-3(4H)-yl)piperidine-2,6-dione